(1,2-oxazol-3-ylmethoxy)acetic acid O1N=C(C=C1)COCC(=O)O